C(C)(C)(C)OC(=O)N1C(CC(C1)C1=CC(=C(C=C1)OC(F)F)OCC1CC1)C(=O)O 1-tert-butyloxycarbonyl-4-(3-(cyclopropylmethoxy)-4-(difluoromethoxy)phenyl)-pyrrolidine-2-carboxylic acid